ClC=1C(=C(NC=2C3=C(N=CN2)C=NC(=N3)O[C@@H]3CN(CC3)C(C=C)=O)C=CC1OCC1CC1)F 1-[(3S)-3-[4-[3-chloro-4-(cyclopropylmethoxy)-2-fluoro-anilino]pyrimido[5,4-d]pyrimidin-6-yl]oxypyrrolidin-1-yl]prop-2-en-1-one